O[C@H]1[C@@H](O[C@H]([C@@H]([C@H]1O)O)C)OC(CC(=O)OC(CC(O)=O)CCCCCCC)CCCCCCC 3-[3-[(2R,3R,4R,5R,6S)-3,4,5-trihydroxy-6-methyloxacyclohex-2-yl]Oxydecanoyloxy]Capric acid